(4-(1,2,4-oxadiazole-5-yl)phenyl)formamide O1N=CN=C1C1=CC=C(C=C1)NC=O